methyl (R)-1-tritylazapropane-2-carboxylate C(C1=CC=CC=C1)(C1=CC=CC=C1)(C1=CC=CC=C1)N[C@H](C)C(=O)OC